ClC1=NC(=CC=C1CN1N=NC(=C1)C(=O)O)N1CC2C(C2C1)(F)F 1-[(2-chloro-6-{6,6-difluoro-3-azabicyclo[3.1.0]hex-3-yl}pyridin-3-yl)methyl]-1H-1,2,3-triazole-4-carboxylic acid